F[C@H]1C[C@H](N2N=C(N=C21)[S@](=O)CC#N)C2=CC(=CC=C2)F 2-[(R)-[(5S,7S)-7-Fluoro-5-(3-fluorophenyl)-6,7-dihydro-5H-pyrrolo[1,2-b][1,2,4]triazol-2-yl]sulfinyl]acetonitril